1,4-bis(6-amino-2-naphthyloxy)butane NC=1C=C2C=CC(=CC2=CC1)OCCCCOC1=CC2=CC=C(C=C2C=C1)N